3-isobutyl-10-methoxy-2,3,4,6,7,11b-hexahydro-1H-pyrido[2,1-a]Isoquinolin-2-ol C(C(C)C)C1C(CC2N(CCC3=CC=C(C=C23)OC)C1)O